N1N=NC=C1CCC1=NN=C(O1)N1CCN(CC1)C(=O)OCC1=CC(=CC(=C1)Cl)Cl 3,5-dichlorobenzyl 4-(5-(2-(1H-1,2,3-triazol-5-yl)ethyl)-1,3,4-oxadiazol-2-yl)piperazine-1-carboxylate